L-Aspartic acid dibenzyl ester 4-toluenesulfonate CC1=CC=C(C=C1)S(=O)(=O)O.C(C1=CC=CC=C1)OC([C@@H](N)CC(=O)OCC1=CC=CC=C1)=O